8-ethoxymethoxy-1,3,5-trimethyloctyl-magnesium chloride C(C)OCOCCCC(CC(CC(C)[Mg]Cl)C)C